methyl 3-bromo-4-methylbenzoate BrC=1C=C(C(=O)OC)C=CC1C